tert-butyl 3-(6-chloro-3,4-dihydro-2H-quinolin-1-yl)piperidine-1-carboxylate ClC=1C=C2CCCN(C2=CC1)C1CN(CCC1)C(=O)OC(C)(C)C